CC1=C(C(=C2N1C=CN=C2N)C2=CC=C(C=C2)OC2=NC=CC=N2)C2=CC=C(C=C2)[N+](=O)[O-] 6-methyl-7-(4-nitrophenyl)-8-(4-(pyrimidin-2-yloxy)phenyl)-pyrrolo[1,2-a]pyrazin-1-amine